O=C([C]NCC(=O)NC=1C=C(C=C(C(=O)O)C1)C(=O)O)C1=CC=CC=C1 5-(2-((2-oxo-2-phenyl-1λ2-ethyl)amino)acetamido)isophthalic acid